(R)-5-cyclopropyl-1-(4-fluorophenyl)-N-(5-((3-((1-methoxypropan-2-yl)amino)-1H-pyrazolo[3,4-b]pyridin-4-yl)oxy)pyridin-2-yl)-2-oxo-1,2-dihydro-pyridine-3-carboxamide C1(CC1)C=1C=C(C(N(C1)C1=CC=C(C=C1)F)=O)C(=O)NC1=NC=C(C=C1)OC1=C2C(=NC=C1)NN=C2N[C@@H](COC)C